(3aR,5s,6aS)-N-(6-(1-methyl-1H-indazol-5-yl)-4-(trifluoromethyl)pyridazin-3-yl)-2-((tetrahydro-2H-pyran-4-yl)methyl)octahydro-cyclopenta[c]pyrrol-5-amine CN1N=CC2=CC(=CC=C12)C1=CC(=C(N=N1)NC1C[C@@H]2[C@@H](CN(C2)CC2CCOCC2)C1)C(F)(F)F